C(C)(C)(C)OC(NCCCOCCOCCOCCCNC(C=C)=O)=O tert-Butyl(15-oxo-4,7,10-trioxa-14-azaheptadec-16-en-1-yl)carbamat